1E-butene C=CCC